NC=1SC=C(C1C(=O)OCC)C(=O)OCC 3,4-diethyl 2-aminothiophene-3,4-dicarboxylate